4-(2-fluoro-4-(trifluoromethyl)phenyl)-6,7-dimethyl-2-((2R,6R)-2-methyl-6-(1H-pyrazol-4-yl)tetrahydro-2H-pyran-4-yl)pteridine FC1=C(C=CC(=C1)C(F)(F)F)C1=NC(=NC2=NC(=C(N=C12)C)C)C1C[C@H](O[C@H](C1)C=1C=NNC1)C